(10z,12z,15z)-octadeca-9,12,15-trienoic acid C(CCCCCCC\C=C/C\C=C/C\C=C/CC)(=O)O